tert-butyl (R)-4-(4-((1-(3-(difluoromethyl)-2-fluorophenyl)ethyl)amino) quinolin-6-yl)piperazine-1-carboxylate FC(C=1C(=C(C=CC1)[C@@H](C)NC1=CC=NC2=CC=C(C=C12)N1CCN(CC1)C(=O)OC(C)(C)C)F)F